3-[6-[3-(trifluoromethyl)pyrrolidin-1-yl]-3-pyridyl]Azetidine-1-carboxylic acid FC(C1CN(CC1)C1=CC=C(C=N1)C1CN(C1)C(=O)O)(F)F